Cl\C=C/C(=O)N(C1CC1)[C@H](C(=O)N(C)C)C1=CC(=CC(=C1)C1=NC=CC=N1)Cl (S,Z)-3-chloro-N-(1-(3-chloro-5-(pyrimidin-2-yl)phenyl)-2-(dimethylamino)-2-oxoethyl)-N-cyclopropylacrylamide